C(C)(C)(C)C1=C(C(=CC(=C1)CCCCCCCCC)C(C)(C)C)O 2,6-di-tertiary-butyl-4-nonylphenol